BrC(CO)C(C)Br 2,3-dibromobutan-1-ol